O1C2=C(OCC1)C=C(C=C2)C2CC(OC1=CC=C3C(=C21)OC(C3=O)=CC3=CC=C(C=C3)OC)=O 9-(2,3-dihydrobenzo[b][1,4]dioxin-6-yl)-2-(4-methoxybenzylidene)-8,9-dihydro-7H-furo[2,3-f]chromene-3,7(2H)-dione